CC=1N=C2N(N=C(C=C2C)C=2C=C(C=3N(C2)N=C(N3)C3CCN(CC3)CCOC)F)C1 6-(2,8-dimethylimidazo[1,2-b]pyridazin-6-yl)-8-fluoro-2-[1-(2-methoxyethyl)-4-piperidyl]-[1,2,4]triazolo[1,5-a]pyridine